N-(3-(difluoromethoxy)phenyl)-3-(N-(3-(trifluoromethyl)phenyl)sulfamoyl)benzamide FC(OC=1C=C(C=CC1)NC(C1=CC(=CC=C1)S(NC1=CC(=CC=C1)C(F)(F)F)(=O)=O)=O)F